N1N=CC2=C(C=CC=C12)CN1N=CC2=C(C1=O)N(C1=C2SC(=N1)CC1=CC=CC=C1)C 6-((1H-indazol-4-yl)methyl)-2-benzyl-4-methyl-4H-thiazolo[5',4':4,5]pyrrolo[2,3-d]pyridazin-5(6H)-one